C(C#C)CS(=O)(=O)OC=1C=NC=CC1OC (4-methoxypyridin-3-yl) prop-2-yn-1-ylmethylsulfonate